CC1=CC=CC(=N1)C1=NC=CC(=N1)NC1=NC(=NC=C1)NC=1C=C(C(=O)O[C@@H]2CN(CC2)C)C=CC1 [(3S)-1-methylpyrrolidin-3-yl] 3-[[4-[[2-(6-methyl-2-pyridyl)pyrimidin-4-yl]amino]pyrimidin-2-yl]amino]benzoate